(1S,2S)-2-(2,4-dichlorophenyl)cyclobutylamine ClC1=C(C=CC(=C1)Cl)[C@H]1[C@H](CC1)N